C1(CC1)C1=NC=NC(=C1C1=NC=C(C(=N1)NCC1=CC(=C(C=C1)N1N=C(C=C1C)C(F)(F)F)F)/C=C/C(=O)OC)OC methyl (2E)-3-[2-(4-cyclopropyl-6-methoxy pyrimidin-5-yl)-4-[({3-fluoro-4-[5-methyl-3-(trifluoromethyl)-1H-pyrazol-1-yl]phenyl}methyl) amino] pyrimidin-5-yl]prop-2-enoate